P(=O)(O)(O)O[C@@H]([C@H]([C@@H]([C@H](C=O)O)O)O)CO glucose 5-phosphate